BrC=1C=C2CN(C(C2=CC1F)=O)C1C(NC(CC1)=O)=O 3-(5-bromo-6-fluoro-1-oxoisoindol-2-yl)piperidine-2,6-dione